NCC1=CC=C(C=C1)S(=O)(=O)N1[C@H](CCCC1)C(=O)NC=1SC=C(N1)C1=CC=C(C=C1)OC (R)-1-((4-(aminomethyl)phenyl)sulfonyl)-N-(4-(4-methoxyphenyl)thiazol-2-yl)piperidine-2-carboxamide